OC1=CC=C(C=C1)NC(\C=C/C(=O)O)=O N-(4-hydroxyphenyl)maleic amide